3-amino-5-((4-fluorophenyl)sulfonyl)-N'-(2-hydroxyacetyl)pyridinecarbohydrazide NC=1C(=NC=C(C1)S(=O)(=O)C1=CC=C(C=C1)F)C(=O)NNC(CO)=O